4-((1S,2R)-1-phenyl-2-(4,4,5,5-tetramethyl-1,3,2-dioxaborolan-2-yl)butyl)morpholine C1(=CC=CC=C1)[C@H]([C@@H](CC)B1OC(C(O1)(C)C)(C)C)N1CCOCC1